[C@H]12OC[C@H](N(C1)C1=NC(=C(C(=O)NC3=CC(=CC=C3)S(NC(C)(C)C)(=O)=O)C=C1)N1CCC3(CC3)CC1)C2 6-((1R,4R)-2-oxa-5-azabicyclo[2.2.1]heptan-5-yl)-N-(3-(N-(tert-butyl)sulfamoyl)phenyl)-2-(6-azaspiro[2.5]octan-6-yl)nicotinamide